C[C@@]1(C(C=C(O1)C(=O)OCC)=O)C(F)(F)F ethyl (R)-5-methyl-4-oxo-5-(trifluoromethyl)-4,5-dihydrofuran-2-carboxylate